N-[2-(4-isopropylpiperazin-1-yl)ethyl]-6-[3-(6-methyl-2-pyridyl)-1H-pyrazol-4-yl]-1,5-naphthyridine-3-carboxamide C(C)(C)N1CCN(CC1)CCNC(=O)C=1C=NC2=CC=C(N=C2C1)C=1C(=NNC1)C1=NC(=CC=C1)C